AnilineBenzaldehyde Imine N(C1=CC=CC=C1)C1=CC=CC=C1C=N